N1=C(C=CC=C1)C(CC)NC1=NC=C(C=N1)C1=NOC(=N1)C(F)(F)F N-[1-pyridin-2-ylpropyl]-5-[5-(trifluoromethyl)-1,2,4-oxadiazol-3-yl]pyrimidin-2-amine